1-(4-hydroxyphenylcarbonyl)-3,5-bis(3-methyl-4-hydroxyphenylcarbonyl)cyclohexane OC1=CC=C(C=C1)C(=O)C1CC(CC(C1)C(=O)C1=CC(=C(C=C1)O)C)C(=O)C1=CC(=C(C=C1)O)C